(pyrrolidine-1-carbonyl)piperazine-1-carboxylic acid tert-butyl ester C(C)(C)(C)OC(=O)N1C(CNCC1)C(=O)N1CCCC1